N-[(3R)-1-{3-[2-(2,6-dioxopiperidin-3-yl)-1-oxo-3H-isoindol-4-yl]prop-2-yn-1-yl}piperidin-3-yl]-3-methoxy-4-nitrobenzamide O=C1NC(CCC1N1C(C2=CC=CC(=C2C1)C#CCN1C[C@@H](CCC1)NC(C1=CC(=C(C=C1)[N+](=O)[O-])OC)=O)=O)=O